C(N)(=N)N1CC2=CC(=CC=C2CC1)NC(C1=CC(=C(C=C1)C=1CCN(CC1)C(N)=N)F)=O N-(2-carbamimidoyl-1,2,3,4-tetrahydro-isoquinolin-7-yl)-4-(1-carbamimidoyl-1,2,3,6-tetrahydro-pyridin-4-yl)-3-fluoro-benzamide